4-((2-(benzyloxy)ethyl)sulfonylamino)-N-(2-(4,4-difluoropiperidin-1-yl)-6-methylpyrimidin-4-yl)-2-(6-azaspiro[2.5]oct-6-yl)benzamide C(C1=CC=CC=C1)OCCS(=O)(=O)NC1=CC(=C(C(=O)NC2=NC(=NC(=C2)C)N2CCC(CC2)(F)F)C=C1)N1CCC2(CC2)CC1